C(C)OC(C(C(=O)OCC)C)=O.N1N=CN=C1C1=CC=C(C=N1)N1N=NC2=C1C=CC(=C2)C(=O)N2CCC(CC2)(F)F (1-(6-(1H-1,2,4-triazol-5-yl)pyridin-3-yl)-1H-benzo[d][1,2,3]triazol-5-yl)(4,4-difluoropiperidin-1-yl)methanone diethyl-methylmalonate